Quinoxalin-8-ol N1=CC=NC2=CC=CC(=C12)O